C(C)(C)(C)OC(C=CC1=CC=C(C=C1)C1=CC(=C(C=C1)OCCCCCCCC(NOC1OCCCC1)=O)C12CC3CC(CC(C1)C3)C2)=O 3-{3'-adamantan-1-yl-4'-[7-(tetrahydro-pyran-2-yloxycarbamoyl)-heptyloxy]-Biphenyl-4-yl}-acrylic acid tert-butyl ester